FCC1(COC1)NS(=O)(=O)C1=CC(=C2C=NN(C2=C1)C=1SC(=NN1)C)N1CCN(CC1)C(C(C)C)=O N-(3-(fluoromethyl)oxetan-3-yl)-4-(4-isobutyrylpiperazin-1-yl)-1-(5-methyl-1,3,4-thiadiazol-2-yl)-1H-indazole-6-sulfonamide